pyrimidin-2-yl-propan-2-ol N1=C(N=CC=C1)CC(C)O